4-[(naphthalen-2-yl)methyl]piperidine-1-carboxylate C1=C(C=CC2=CC=CC=C12)CC1CCN(CC1)C(=O)[O-]